anthraquinone-2-carboxylate C1=C(C=CC=2C(C3=CC=CC=C3C(C12)=O)=O)C(=O)[O-]